2,4-bis(trichloromethyl)-6-p-methoxyphenyl-s-triazine ClC(C1=NC(=NC(=N1)C(Cl)(Cl)Cl)C1=CC=C(C=C1)OC)(Cl)Cl